O1C(=NC2=C1C=CC=C2)NC=2NC(=C(C(N2)C2=C(C=CC=C2)Cl)C(=O)N2CC(CCC2)CO)C (2-(benzo[d]oxazol-2-ylamino)-4-(2-chlorophenyl)-6-methyl-1,4-dihydropyrimidin-5-yl)(3-(hydroxymethyl)piperidin-1-yl)methanone